4-[5-(2-aminoethyl)pyridin-2-yl]-3-[(5-methyl-3-phenylpyrazol-1-yl)methyl]benzonitrile NCCC=1C=CC(=NC1)C1=C(C=C(C#N)C=C1)CN1N=C(C=C1C)C1=CC=CC=C1